cis-ethyl 4-[[4-(tert-butoxycarbonylamino)cyclohexyl]amino]-6-chloro-pyridine-3-carboxylate C(C)(C)(C)OC(=O)N[C@H]1CC[C@H](CC1)NC1=C(C=NC(=C1)Cl)C(=O)OCC